(-)-6-{[4-(4-fluorophenyl)-9-(prop-2-en-1-yl)-9-azabicyclo[4.2.1]non-3-en-3-yl]methoxy}-2,3-dihydro-1H-isoindol-1-one FC1=CC=C(C=C1)C1=C(CC2CCC(C1)N2CC=C)COC2=CC=C1CNC(C1=C2)=O